2,5,6,7-tetra-hydro-1,3-oxazepin O1CN=CCCC1